O1C2=C(OCC1)C=C(C=C2)C2=C(C#N)C(=CC=C2)N2CCC(CC2)N2CC(CC2)CO 2-(2,3-dihydrobenzo[b][1,4]dioxin-6-yl)-6-(4-(3-(hydroxymethyl)pyrrolidin-1-yl)piperidin-1-yl)benzonitrile